(S)-1-(4-Cyanopyridin-2-yl)-N-((S)-1-(2,5-dichlorophenyl)-2-((3,3-difluorocyclobutyl)amino)-2-oxoethyl)-N-(3,5-difluorophenyl)-5-oxopyrrolidine-2-carboxamide C(#N)C1=CC(=NC=C1)N1[C@@H](CCC1=O)C(=O)N(C1=CC(=CC(=C1)F)F)[C@H](C(=O)NC1CC(C1)(F)F)C1=C(C=CC(=C1)Cl)Cl